ClC=1C=C2C(=NN(C2=CC1[N+]#[C-])COCC[Si](C)(C)C)C1=CC(=C2CCN(CC2=C1)C([2H])([2H])[2H])C 7-(5-chloro-6-isocyano-1-((2-(trimethylsilyl)ethoxy)methyl)-1H-indazol-3-yl)-5-methyl-2-(methyl-d3)-1,2,3,4-tetrahydroisoquinoline